1-(6-fluoro-1-methyl-[1,2,4]triazolo[4,3-a]quinazolin-5-yl)-6-((6-methoxypyridin-3-yl)ethynyl)-1,2,3,5-tetrahydrobenzo[e][1,4]oxazepine FC1=C2C(=NC=3N(C2=CC=C1)C(=NN3)C)N3CCOCC1=C3C=CC=C1C#CC=1C=NC(=CC1)OC